2-(4,4-difluorocyclohexyl)-4-(tetrahydro-2H-pyran-2-yl)pyridin-3-amine FC1(CCC(CC1)C1=NC=CC(=C1N)C1OCCCC1)F